N1=C(C(=CC=C1)C=1C=CC=2N(C1)N=CN2)C2=NC=CC=C2 6-([2,2'-bipyridin]-3-yl)-[1,2,4]triazolo[1,5-a]pyridine